ClC=1C=C(C=CC1OCC1CC1)C=1C(=CC(=NC1)C=O)OC [5-(3-chloro-4-cyclopropylmethoxy-phenyl)-4-methoxy-pyridin-2-yl]-methanon